ClCC(=O)NC1=C(C(=CC=C1NC[C@H]1OCC1)C#N)F (S)-2-chloro-N-(3-cyano-2-fluoro-6-((oxetan-2-ylmethyl)amino)phenyl)-acetamide